11,11'-(1,2-pentanediyl)bis-1,4,8,11-tetraazacyclotetradecane C(C(CCC)N1CCNCCCNCCNCCC1)N1CCNCCCNCCNCCC1